O1C(COCC1)COC1=CC=C2CN(C(C2=C1)=O)C1=NC=C(C=C1C)C#CC1=CC=CC=C1 6-(1,4-dioxan-2-ylmethoxy)-2-[3-methyl-5-(2-phenylethynyl)-2-pyridyl]isoindolin-1-one